C(N)(O[C@@H]1[C@@H](C2=C(C=CC=C2CC1)F)O)=O (1R,2S)-8-fluoro-1-hydroxy-1,2,3,4-tetrahydronaphthalen-2-yl carbamate